methyl 2-[[2,5-difluoro-4-[6-[[2-fluoro-4-[1-(oxetan-3-yl)pyrazol-4-yl]phenyl]methoxy]-2-pyridyl]phenyl]methyl]-3-[[(2S)-oxetan-2-yl]methyl]benzimidazole-5-carboxylate FC1=C(C=C(C(=C1)C1=NC(=CC=C1)OCC1=C(C=C(C=C1)C=1C=NN(C1)C1COC1)F)F)CC=1N(C2=C(N1)C=CC(=C2)C(=O)OC)C[C@H]2OCC2